FC(C=1C=C(C=CC1F)C1=CN=C2C(=N1)N(N=C2F)CC(=O)N2CC(C2)C)F 2-[6-[3-(Difluoromethyl)-4-fluoro-phenyl]-3-fluoro-pyrazolo[3,4-b]pyrazin-1-yl]-1-(3-methylazetidin-1-yl)ethanone